ClC1=CC=C2C(=N1)OCC[C@H]2O (R)-7-chloro-3,4-dihydro-2H-pyrano[2,3-b]pyridin-4-ol